2,3,6,7-tetrahydro-1H-azepine-1,4-dicarboxylate N1(CCC(=CCC1)C(=O)[O-])C(=O)[O-]